[OH+]1CCC1 oxetanium